(±)-2-amino-1-(1-(trifluoromethyl)cyclopropyl)ethan-1-ol hydrochloride Cl.NC[C@H](O)C1(CC1)C(F)(F)F |r|